CNC1CCN(CC1)C1=C(C=C(C=C1)C=1C=CC=2N=CC=3N(C2N1)C(=NN3)N3C[C@@H](O[C@@H](C3)C)C)C(F)(F)F n-methyl-1-(2-(trifluoromethyl)-4-(9-((2S,6R)-2,6-dimethylmorpholinyl)pyrido[3,2-e][1,2,4]triazolo[4,3-a]pyrazin-2-yl)phenyl)piperidin-4-amine